C(C)(C)(C)C1=C(OC(C(=O)O)C)C=CC(=C1)C(C)(C)C 2,4-di-tert-butyl-phenoxypropionic acid